Cl.C(C)OC(=O)C1CCNCC1 piperidine-4-carboxylic acid ethyl ester HCl salt